2-sec-butyl-5-methylbenzoquinone C(C)(CC)C=1C(C=C(C(C1)=O)C)=O